C(CCCCCCCC)C1=C(N(CCCCCCCCC)C2=CC=CC=C2)C=CC=C1 nonyl-N-nonylphenylaniline